CC1=CC=C(C2=CC=CC=C12)[C@H]1CC=CC(O1)=O (R)-(+)-6-(4-methylnaphthalen-1-yl)-5,6-dihydro-2H-pyran-2-on